ClC1=C(C=C2C(=C(N(C2=C1F)C)C1=NNC(=N1)C(C)F)C=1C=NNC1)OC 6-chloro-7-fluoro-2-(5-(1-fluoroethyl)-1H-1,2,4-triazol-3-yl)-5-methoxy-1-methyl-3-(1H-pyrazol-4-yl)-1H-indole